FC(C1=NN=C(O1)C=1C=CC(=NC1)CN(C(=O)C1(CN(C1)C1CN(C1)CCC)F)C1=CC=CC=C1)F N-((5-(5-(difluoromethyl)-1,3,4-oxadiazol-2-yl)pyridin-2-yl)methyl)-3-fluoro-N-phenyl-1'-propyl-[1,3'-biazetidine]-3-carboxamide